Ethyl 1-(4-bromo-2-nitrophenoxy)cyclopropane-1-carboxylate BrC1=CC(=C(OC2(CC2)C(=O)OCC)C=C1)[N+](=O)[O-]